FC=1C=CC=C2C(=CC(=NC12)C)N 8-fluoro-2-methyl-4-quinolinamine